2-Propynyl 2-(methanesulfonyloxy)propionate CS(=O)(=O)OC(C(=O)OCC#C)C